C(C)(=O)N1[C@H]([C@@H]([C@H](C2=CC(=CC=C12)C=1CCOCC1)NC(OCC1=CC=CC=C1)=O)C)CC |r| rac-benzyl ((2S,3R,4R)-1-acetyl-6-(3,6-dihydro-2H-pyran-4-yl)-2-ethyl-3-methyl-1,2,3,4-tetrahydroquinolin-4-yl)carbamate